ClC=1C=CC=NC1N1CCC(CC1)(F)F 5-chloro-6-(4,4-difluoropiperidin-1-yl)pyridin